COC(C([C@@H](C1=CC(=C(C=C1)C)CO)C1=C(C2=C(N(N=N2)C)C=C1)C)(C)C)=O (S)-3-(1,4-dimethyl-1H-benzo[d][1,2,3]triazol-5-yl)-3-(3-(hydroxymethyl)-4-methylphenyl)-2,2-dimethylpropionic acid methyl ester